CN(C)CC=1C=C(C=NC1C1=COC=C1)C1(CC1)C(=O)N (5-((dimethylamino)methyl)-6-(furan-3-yl)pyridin-3-yl)cyclopropanecarboxamide